[Ti+4].CCCOC(CC(=O)C(OOC(C(CC(=O)[O-])=O)CC)CC)=O.CCCOC(CC(=O)C(OOC(C(CC(=O)[O-])=O)CC)CC)=O.CCCOC(CC(=O)C(OOC(C(CC(=O)[O-])=O)CC)CC)=O.CCCOC(CC(=O)C(OOC(C(CC(=O)[O-])=O)CC)CC)=O 3-propyldioxy-bis(ethyl acetoacetate) titanium